C(C(C)C)SC1CCC(CC1)=O 4-(isobutylthio)cyclohexanone